CC1OC(OC(O1)CC)CC 6-methyl-2,4-diethyl-1,3,5-trioxane